S1C=CC2=C1C=CC=C2C=2C(=CC1=C(N=C(N=C1N1C[C@@H](N(CC1)C(C(=C)F)=O)CC#N)OC[C@H]1N(CCC1)C)N2)F 2-((S)-4-(7-(benzothien-4-yl)-6-fluoro-2-(((S)-1-methylpyrrolidin-2-yl)methoxy)pyridino[2,3-d]pyrimidin-4-yl)-1-(2-fluoroacryloyl)piperazin-2-yl)acetonitrile